N-(4-fluorobenzyl)-2-(5-methylpyridin-3-yl)benzo[d]thiazole-6-carboxamide FC1=CC=C(CNC(=O)C2=CC3=C(N=C(S3)C=3C=NC=C(C3)C)C=C2)C=C1